docosylyl ether C1CCCCCCCCCCCCCCCCCCCCCO1